1-tert-butyl (2S,4R)-2-{[(1,3-dioxo-1,3-dihydro-2H-isoindol-2-yl)oxy]methyl}-4-methylpyrrolidine-1-carboxylate O=C1N(C(C2=CC=CC=C12)=O)OC[C@H]1N(C[C@@H](C1)C)C(=O)OC(C)(C)C